(R)-4-hydroxy-8-(1-methyl-1H-pyrazol-5-yl)-4-(trifluoromethyl)-1,3,4,5-tetrahydro-6H-pyrano[4,3-b]Thieno[3,2-d]Pyridin-6-one O[C@]1(COCC2=C1NC(C1=C2C=C(S1)C1=CC=NN1C)=O)C(F)(F)F